CYCLOHEXYLOXYACETIC ACID ALLYL ESTER C(C=C)OC(COC1CCCCC1)=O